4-(p-dipentylaminostyryl)-1-methylpyridinium C(CCCC)N(C1=CC=C(C=CC2=CC=[N+](C=C2)C)C=C1)CCCCC